(S)-5-(2-(4-bromophenoxy)-1-((tert-butyldimethylsilyl)oxy)-ethyl)-2H-tetrazole BrC1=CC=C(OC[C@@H](O[Si](C)(C)C(C)(C)C)C=2N=NNN2)C=C1